13-(2-bromophenyl)-10-oxo-7-Thia-9,12-diazatricyclo[6.5.0.02,6]Tridec-1(8),2(6),12-triene-4-carboxylic acid methyl ester COC(=O)C1CC=2C=3C(=NCC(NC3SC2C1)=O)C1=C(C=CC=C1)Br